10-[2,4-bis(glycidoxy)phenyl]-9,10-dihydro-9-oxa-10-phosphaphenanthrene-10-oxide C(C1CO1)OC1=C(C=CC(=C1)OCC1CO1)P1(OC2=CC=CC=C2C=2C=CC=CC12)=O